F[C@H](C1=CC2=C(SC(=C2)C(N[C@H]2CCC[C@@H]3N(C2=O)[C@@H](CC3)C(=O)N3CC(C3)C3=CC(=NC=C3)N3CCOCC3)=O)C=C1)P(O)(O)=O ((S)-fluoro(2-(((3S,6S,9aS)-3-(3-(2-morpholinopyridin-4-yl)azetidine-1-carbonyl)-5-oxooctahydro-1H-pyrrolo[1,2-a]azepin-6-yl)carbamoyl)benzo[b]thiophen-5-yl)methyl)phosphonic acid